N-benzyl-4-(2-{[(3S)-piperidin-3-yl]amino}-5-(trifluoromethyl)pyrimidin-4-yl)-1H-pyrrol-2-carboxamide C(C1=CC=CC=C1)NC(=O)C=1NC=C(C1)C1=NC(=NC=C1C(F)(F)F)N[C@@H]1CNCCC1